2-Chloro-4-fluoropyridin-3-amine ClC1=NC=CC(=C1N)F